N-cyclohexyl-N-methylpiperazine-1-carboxamide C1(CCCCC1)N(C(=O)N1CCNCC1)C